NC1=C(C=CN=N1)OC1CN(CCC1)C1=CC=C(C=C1)OCCN1CCNCC1 6-amino-5-((1-(4-(2-(piperazin-1-yl)ethoxy)phenyl)piperidin-3-yl)oxy)pyridazin